3-((2-chloro-4-fluorophenoxy)methyl)cyclobutanol ClC1=C(OCC2CC(C2)O)C=CC(=C1)F